CC(CC(=O)O[C@@H]1[C@H](O[C@H]([C@]1(C)F)N1C2=NC(=NC(=C2N=C1)NC)NC(CC(C)C)=O)COC(C)=O)C (2R,3R,4R,5R)-2-(acetoxymethyl)-4-fluoro-4-methyl-5-(6-(methylamino)-2-(3-methylbutanamido)-9H-purin-9-yl)tetrahydrofuran-3-yl 3-methylbutanoate